(S)-quinuclidin-3-yl ((R)-5-(3-fluoro-5-isobutoxyphenyl)-2,2-dimethyl-2,3-dihydro-1H-inden-1-yl)carbamate FC=1C=C(C=C(C1)OCC(C)C)C=1C=C2CC([C@H](C2=CC1)NC(O[C@@H]1CN2CCC1CC2)=O)(C)C